O=C1NC(CCC1N1C2=C(OCC1)C(=CC=C2)N2CCN(CC2)C(=O)OC(C)(C)C)=O tert-butyl 4-(4-(2,6-dioxopiperidin-3-yl)-3,4-dihydro-2H-benzo[b][1,4]oxazin-8-yl)piperazine-1-carboxylate